CC1(CCN(CC1)C1=CC=C(C=C1)B1OC(C(O1)(C)C)(C)C)O 4-methyl-1-(4-(4,4,5,5-tetramethyl-1,3,2-dioxaborolan-2-yl)phenyl)piperidin-4-ol